C(C)(C)[Sn](N(C)C)(N(C)C)C(C)C Diisopropylbis(dimethylamino)tin